(2-(trifluoromethyl)-5,6-dihydroimidazo[1,2-a]pyrrolo[2,1-c]pyrazin-8-yl)methanol FC(C=1N=C2N(CCN3C2=CC=C3CO)C1)(F)F